FC1=CC=CC=2N=C(OC21)[C@H]2N(CCC1=C2N=CN1)C(=O)C1=CC=NN1C1=NC=CC=C1 (S)-(4-(7-fluorobenzo[d]oxazol-2-yl)-6,7-dihydro-1H-imidazo[4,5-c]pyridin-5(4H)-yl)(1-(pyridin-2-yl)-1H-pyrazol-5-yl)methanone